racemic-2-((1S,2S)-2-(4,4,5,5-tetramethyl-1,3,2-dioxaborolan-2-yl)cyclopropyl)-5-(trifluoromethyl)pyrimidine CC1(OB(OC1(C)C)[C@@H]1[C@H](C1)C1=NC=C(C=N1)C(F)(F)F)C |r|